N-methyl-N'-[7-(5-methyl-1,2,4-oxadiazol-3-yl)-1-isoquinolinyl]ethane-1,2-diamine CNCCNC1=NC=CC2=CC=C(C=C12)C1=NOC(=N1)C